O1N=C(C=C1)NC(=O)C=1C=C2C=CC(=CC2=CC1)OC1=CC=NC2=CC(=C(C=C12)C(=O)N)OC 4-((6-(isoxazol-3-ylcarbamoyl)naphthalen-2-yl)oxy)-7-methoxyquinoline-6-carboxamide